N1(CCNCC1)C(=O)C=1C=NC2=CC=C(C=C2C1NC1=C(C(=O)O)C=CC=C1)OC(F)(F)F 2-[[3-(piperazine-1-carbonyl)-6-(trifluoromethoxy)-4-quinolyl]amino]benzoic acid